4-Amino-7-(1'-cyano-2',3',5'-O-tribenzyl-β-D-ribofuranosyl)pyrrolo[2,1-f][1,2,4]triazine NC1=NC=NN2C1=CC=C2[C@H]2[C@](O)([C@](O)([C@H](O2)COCC2=CC=CC=C2)CC2(CC=CC=C2)C#N)CC2=CC=CC=C2